C(C)(C)(C)OC(=O)N[C@H](CC(=O)OCC1=CC=CC=C1)CO benzyl (3R)-3-(tert-butoxycarbonylamino)-4-hydroxy-butanoate